C(CCCCCCC)OC(C)CCC=C 2-octyloxy-5-hexene